6,7-dichloro-3-(oxetan-3-ylmethyl)-1,3,4,9-tetrahydro-[1,2,6]thiadiazino[4,3-g]indole 2,2-dioxide ClC=1C=2C(=CNC2C2=C(C1)CN(S(N2)(=O)=O)CC2COC2)Cl